FC1=CC=C(C=C1)C1=C(N=C(O1)S(=O)C)C(=O)NC1=CC=C(OC2=CC(=NC=C2)C(=O)O)C=C1 4-(4-{[5-(4-Fluoro-phenyl)-2-methylsulfinyl-oxazole-4-carbonyl]-amino}-phenoxy)-pyridine-2-carboxylic acid